hydroxyl-aluminum bis(2-ethylhexanoate) C(C)C(C(=O)[O-])CCCC.C(C)C(C(=O)[O-])CCCC.O[Al+2]